methyl 3-hydroxy-2-methylbenzoate OC=1C(=C(C(=O)OC)C=CC1)C